6-((4'-fluoro-[1,1'-biphenyl]-4-yl)oxy)-N-methylpyridin-3-amine FC1=CC=C(C=C1)C1=CC=C(C=C1)OC1=CC=C(C=N1)NC